(2-fluorophenyl)-((2-(3-methyl-4-(trifluoromethoxy)phenyl)thiazol-5-yl)methyl)quinoxaline-2-carboxamide FC1=C(C=CC=C1)C1=C2N=C(C(=NC2=CC=C1)C(=O)N)CC1=CN=C(S1)C1=CC(=C(C=C1)OC(F)(F)F)C